C(C)OC1=C(C=CC=C1)C1=CC(=C(C=C1)N1[C@@H](CN(CC1)C(=O)OC(C)(C)C)CC)CO tert-butyl (3R)-4-[2'-ethoxy-3-(hydroxymethyl)-[1,1'-biphenyl]-4-yl]-3-ethylpiperazine-1-carboxylate